1-benzenesulfonyl-4,6-dimethyl-3-cyclohexenecarboxylic acid C1(=CC=CC=C1)S(=O)(=O)C1(CC=C(CC1C)C)C(=O)O